imidazole-2,4-dicarboxylate N1C(=NC(=C1)C(=O)[O-])C(=O)[O-]